C(C1=CC=CC=C1)OCCCCC(C(=O)OC(C)(C)C)(F)F tert-butyl 6-benzyloxy-2,2-difluoro-hexanoate